2-methyl-N-(2-oxoazepan-3-yl)-1H-1,3-benzodiazole-4-carboxamide CC1=NC2=C(N1)C=CC=C2C(=O)NC2C(NCCCC2)=O